3-Methyl-1-cyclopenten-1-ol CC1C=C(CC1)O